ethyl (S,Z)-2-(2-((tert-butyldimethylsilyl)oxy)ethylidene)-5-oxotetrahydro-1H-pyrrolizine-7a(5H)-carboxylate [Si](C)(C)(C(C)(C)C)OC\C=C/1\C[C@@]2(CCC(N2C1)=O)C(=O)OCC